cyclopentyl isopropylcarbamate C(C)(C)NC(OC1CCCC1)=O